C(C)(=O)C1=CC=C(C=C1)[C@@H]1C[C@@](CC1)(C(=O)O)CCC cis-3-(4-acetylphenyl)-1-propylcyclopentane-1-carboxylic acid